O1C(CCCC1)O[C@@H](C)C=1N(C=CN1)CC1=NOC(=C1)C1=CC=C(C=C1)C#CC1=CC=C(CN2CCS(CC2)(=O)=O)C=C1 4-(4-((4-(3-((2-((1S)-1-((tetrahydro-2H-pyran-2-yl)oxy)ethyl)-1H-imidazol-1-yl)methyl)isoxazol-5-yl)phenyl)ethynyl)benzyl)Thiomorpholine 1,1-dioxide